N1=C(C=CC=C1)C(=O)N PICOLINAMIDE